pyrido[1,2-a][1,4]diazonine-9-carboxamide C1=C2N(C=CC=CC=N1)C(=CC=C2)C(=O)N